4-(4-((1R,5S)-3,8-Diazabicyclo[3.2.1]octan-3-yl)-8-fluoro-2-((1-methyl-1,4-dihydropyrrolo[3,2-c]pyrazol-5-yl)methoxy)pyrido[4,3-d]pyrimidin-7-yl)-5-ethynyl-6-fluoronaphthalen-2-ol [C@H]12CN(C[C@H](CC1)N2)C=2C1=C(N=C(N2)OCC2=CC=3N(N=CC3N2)C)C(=C(N=C1)C1=CC(=CC2=CC=C(C(=C12)C#C)F)O)F